C(C)OC(=O)C=1N(C2=C(C=CC=C2C1C(C)C)C1=C(C(=CC(=C1)F)F)F)C 3-isopropyl-1-methyl-7-(2,3,5-trifluorophenyl)-1H-indole-2-carboxylic acid ethyl ester